F[B-](F)(F)F.F[N+]1=C(C=C(C=C1C)C)C 1-fluoro-2,4,6-trimethylpyridinium tetrafluoroborate